5-(Benzyloxy)-2-isopropyl-1',3'-dihydro-2'H-[1,5'-bi-benzo[d]imidazol]-2'-one C(C1=CC=CC=C1)OC1=CC2=C(N(C(=N2)C(C)C)C2=CC3=C(NC(N3)=O)C=C2)C=C1